CC1=CC=C(C2=CC=CC=C12)C=1N(C(=CC1C(=O)O)C1=C2C(=NC=C1)NC=C2)COCC[Si](C)(C)C 2-(4-methylnaphthalen-1-yl)-5-(1H-pyrrolo[2,3-b]pyridin-4-yl)-1-{[2-(trimethylsilyl)ethoxy]methyl}-1H-pyrrole-3-carboxylic acid